4,4'-dithiobisphenol C1(=CC=C(C=C1)SSC1=CC=C(C=C1)O)O